C(C)(=O)C1=CC(=C2C=C(C=CN12)N)C(=O)NC1=C(C(=CC(=C1)CO)C1=COC=C1)F 3-acetyl-7-amino-N-(2-fluoro-3-(furan-3-yl)-5-(hydroxymethyl)phenyl)indolizine-1-carboxamide